(6R)-6-({2-[4-chloro-2-(difluoromethoxy)phenyl]-7-(trifluoromethyl)[1,2,4]triazolo[1,5-c]quinazolin-5-yl}amino)-1,4-diazepan-5-one ClC1=CC(=C(C=C1)C1=NN2C(=NC=3C(=CC=CC3C2=N1)C(F)(F)F)N[C@H]1C(NCCNC1)=O)OC(F)F